(cyclohexylmethoxy)-2-methylpyrazolo[1,5-a]quinazoline C1(CCCCC1)COC=1C(=NN2C1N=CC1=CC=CC=C21)C